COC=1C=C(C=CC1OC)C(C(=O)N)CCC (3,4-dimethoxyphenyl)pentanamide